FC=1C=C(CN2C(\C(\C3=CC(=CC=C23)[N+](=O)[O-])=C/C=2NC(=CC2C)C)=O)C=CC1 (Z)-1-(3-fluorobenzyl)-3-((3,5-dimethyl-1H-pyrrol-2-yl)methylene)-5-nitro-2-indolone